bis{3,4,6-trichloro-2-[(phenylmethoxy)carbonyl] phenyl}oxalate ClC=1C(=C(C(=CC1Cl)Cl)OC(C(=O)OC1=C(C(=C(C=C1Cl)Cl)Cl)C(=O)OCC1=CC=CC=C1)=O)C(=O)OCC1=CC=CC=C1